C(#N)C=1C=C(C=CC1F)NC(=O)N1CC=2C(=NN3C2C(C[C@@H](CC3)O)(F)F)CC1 |o1:21| (R*)-N-(3-Cyano-4-fluorophenyl)-11,11-difluoro-9-hydroxy-3,4,8,9,10,11-hexahydro-1H-pyrido[4',3':3,4]pyrazolo[1,5-a]azepine-2(7H)-carboxamide